(2,4-dimethoxybenzyl)-5-nitro-2-[5-(trifluoromethyl)-1,2,4-oxadiazol-3-yl]Benzenesulfonamide COC1=C(CC=2C(=C(C=C(C2)[N+](=O)[O-])S(=O)(=O)N)C2=NOC(=N2)C(F)(F)F)C=CC(=C1)OC